3-(6-((4-chloro-2-fluorobenzyl)oxy)pyridin-2-yl)-3-oxopropanecarbonitrile ClC1=CC(=C(COC2=CC=CC(=N2)C(CCC#N)=O)C=C1)F